C(C)OC1=C(C=CC=C1)O o-ethoxyphenol